CN([C@H]1C[C@H](C1)CS(=O)(=O)N1C[C@@H](CC1)C#N)C=1C2=C(N=CN1)NC=C2 (3R)-1-[({cis-3-[methyl(7H-pyrrolo[2,3-d]pyrimidin-4-yl)amino]cyclobutyl}meth-yl)sulfonyl]pyrrolidine-3-carbonitrile